C(C)(C)(C)OC(=O)N1[C@@H](CN([C@H](C1)C)C=1C2=C(N=CN1)N(C=C2C(C)C)C2=NC=CC(=C2)C(=O)OCC)C (2r,5s)-4-(7-(4-(ethoxycarbonyl)pyridin-2-yl)-5-isopropyl-7H-pyrrolo[2,3-d]pyrimidin-4-yl)-2,5-dimethylpiperazine-1-carboxylic acid tert-butyl ester